7-(4-ethylbenzylidene)-8-oxo-5,6,7,8-tetrahydronaphthalene-2-carboxylic acid C(C)C1=CC=C(C=C2CCC=3C=CC(=CC3C2=O)C(=O)O)C=C1